Adrenalinesulphonate C(NCC(O)C1=CC(O)=C(O)C=C1)S(=O)(=O)[O-]